7-methyl-1-[[3-[(1R,5S,6r)-3-[6-chloro-3-pyridinyl]-3-azabicyclo[3.1.0]hexan-6-yl]-1,2,4-oxadiazol-5-yl]methyl]purin-6-one CN1C=NC=2N=CN(C(C12)=O)CC1=NC(=NO1)C1[C@H]2CN(C[C@@H]12)C=1C=NC(=CC1)Cl